4-chloro-2-methyl-5-phenylthieno[2,3-d]pyrimidine ClC=1C2=C(N=C(N1)C)SC=C2C2=CC=CC=C2